C1(CC1)C1=CC(=NN1)NC1=NC(=NC=C1)N1C[C@@H](CC1)CNC(OC(C)(C)C)=O tert-butyl N-[[(3S)-1-[4-[(5-cyclopropyl-1H-pyrazol-3-yl)amino]pyrimidin-2-yl]pyrrolidin-3-yl]methyl]carbamate